C(C)C=1C(=CC=C2C=C(C=C(C12)C1=C(C=2N=C(N=C(C2C=N1)N1C2C(CC(C1)C2)O)OC[C@]21CCCN1C[C@@H](C2)F)F)O)F 2-(7-(8-Ethyl-7-fluoro-3-hydroxynaphthalen-1-yl)-8-fluoro-2-(((2R,7aS)-2-fluorotetrahydro-1H-pyrrolizin-7a(5H)-yl)methoxy)pyrido[4,3-d]pyrimidin-4-yl)-2-azabicyclo[2.2.1]heptan-6-ol